6-(Benzylmethoxy)-8-fluoro-7-[(2-methoxy-2-oxoethyl)amino]-3,4-dihydroisoquinoline-2(1H)-carboxylic acid tert-butyl ester C(C)(C)(C)OC(=O)N1CC2=C(C(=C(C=C2CC1)OCCC1=CC=CC=C1)NCC(=O)OC)F